2-[2-(1-pyrrolidinyl)ethoxy]propyl-N-methyl-N-(n-butyl)-amine N1(CCCC1)CCOC(CN(CCCC)C)C